methylbut-2-en-1-yl 4,5-difluoro-2-iodobenzoate FC1=CC(=C(C(=O)OC(C=CC)C)C=C1F)I